NC1=C(C(=C2C(=C(NC2=C1)N)N)N)N pentaaminoindole